(S)-6-(2,2-difluoro-6-(2-methylpyridin-4-yl)morpholino)-8-(2,4-difluorophenyl)-2,3-dimethylpyrimido[5,4-d]pyrimidin-4(3H)-one FC1(O[C@H](CN(C1)C=1N=C(C=2N=C(N(C(C2N1)=O)C)C)C1=C(C=C(C=C1)F)F)C1=CC(=NC=C1)C)F